C(C1=CC=CC=C1)=C1C(C2=CC=CC=C2C1=O)=O 2-benzylidene-1H-indene-1,3(2H)-dione